3-[4-[4-[tert-butyl(dimethyl)silyl]oxy-1-piperidyl]-3-fluoro-anilino]piperidine-2,6-dione [Si](C)(C)(C(C)(C)C)OC1CCN(CC1)C1=C(C=C(NC2C(NC(CC2)=O)=O)C=C1)F